I[Sn](C1=CC=CC=C1)C1=CC=CC=C1 mono-iododiphenyl-tin